3-(4-chlorophenyl)-1-[3-(3-phenylphenyl)phenyl]Urea ClC1=CC=C(C=C1)NC(NC1=CC(=CC=C1)C1=CC(=CC=C1)C1=CC=CC=C1)=O